2-(4-chlorophenyl)-4-(4-(dibenzo[b,d]thiophen-4-yl)phenyl)-6-Phenyl-1,3,5-triazine ClC1=CC=C(C=C1)C1=NC(=NC(=N1)C1=CC=C(C=C1)C1=CC=CC2=C1SC1=C2C=CC=C1)C1=CC=CC=C1